Cl.C=1(C(=CC=CC1)C)C xylene hydrochloride